CC=1N=CSC1C=1C=NC(=C(C1)NS(=O)(=O)C(F)(F)F)OC 4-methyl-5-(5-trifluoromethylsulfonylamino-6-methoxypyridin-3-yl)-1,3-thiazol